Ethyl 4-amino-1-methyl-1H-imidazole-2-carboxylate hydrochloride Cl.NC=1N=C(N(C1)C)C(=O)OCC